methylene glycol diacetate C(C)(=O)OCOC(C)=O